FC1=C(COC2=C(C=C(C=C2)/C=C/C(=O)NC2(CCCCC2)C(=O)O)OC)C=C(C=C1)F (E)-1-(3-(4-((2,5-difluorobenzyl)oxy)-3-methoxyphenyl)acrylamido)cyclohexane-1-carboxylic acid